2-[2-(4-chloro-phenyl)-benzimidazol-1-yl]-N-cyclohexyl-2-(2,5-difluoro-phenyl)-acetamide ClC1=CC=C(C=C1)C1=NC2=C(N1C(C(=O)NC1CCCCC1)C1=C(C=CC(=C1)F)F)C=CC=C2